(S)-2-amino-2-(3-carbamoyl-4-chlorophenyl)ethyl (1-methylcyclopropyl)carbamate CC1(CC1)NC(OC[C@H](C1=CC(=C(C=C1)Cl)C(N)=O)N)=O